3,7-Diaminophenothiazin-5-ium NC=1C=CC2=NC3=CC=C(C=C3[S+]=C2C1)N